COC(=O)NC1(CN(CCC1)C(=O)OCC1=CC=CC=C1)C=1N=NN(C1)C Benzyl 3-((methoxycarbonyl)amino)-3-(1-methyl-1H-1,2,3-triazol-4-yl)piperidine-1-carboxylate